4-(6-(6-(cyclopropanecarbonyl)-3,6-diazabicyclo[3.1.1]heptan-3-yl)pyridin-3-yl)-6-(2-hydroxy-2-methylpropoxy)pyrazolo[1,5-a]pyridine-3-carbonitrile C1(CC1)C(=O)N1C2CN(CC1C2)C2=CC=C(C=N2)C=2C=1N(C=C(C2)OCC(C)(C)O)N=CC1C#N